C(CCC)OC1=CC=C(C=C1)C1(C=CC2=C(O1)C=1C=C(C(=CC1C1=C2C(C2=CC(=CC=C21)C2=NC=CC=C2C(F)(F)F)(C)C)OC)OC)C2=CC=C(C=C2)OC 3-(4-butoxyphenyl)-3-(4-methoxyphenyl)-6,7-dimethoxy-11-(3-(trifluoromethyl)pyridin-2-yl)-13,13-dimethyl-3H,13H-indeno[2',3':3,4]naphtho[1,2-b]pyran